(S)-2-[6-chloro-2-(4-chloro-phenyl)-5-fluoro-benzoimidazol-1-yl]-N-cyclohexyl-2-cyclopentyl-acetamide ClC=1C(=CC2=C(N(C(=N2)C2=CC=C(C=C2)Cl)[C@H](C(=O)NC2CCCCC2)C2CCCC2)C1)F